COC1=CC=C(C=N1)CC1(CCNCC1)N 4-((6-methoxypyridin-3-yl)methyl)piperidin-4-amine